1-[3-(hydroxyethyl)-6-[5-[(5-methyl-2-pyridyl)amino]benzimidazol-1-yl]-2-pyridyl]-5-methyl-pyrazole-3-carbonitrile OCCC=1C(=NC(=CC1)N1C=NC2=C1C=CC(=C2)NC2=NC=C(C=C2)C)N2N=C(C=C2C)C#N